2,2,8-trifluoro-1H,3H,4H-pyrido[1,2-a]indole-10-carbaldehyde FC1(CC=2C(=C3N(C2CC1)C=CC(=C3)F)C=O)F